FC1=CC=C(C=C1)NC(C(C)C12CC(C1)(C2)NC2=CC(=NC=C2)C(F)(F)F)=O N-(4-fluorophenyl)-2-(3-{[2-(trifluoromethyl)pyridin-4-yl]amino}bicyclo[1.1.1]pentan-1-yl)propanamide